(S)-N-(8,9-difluoro-6-oxo-1,2,3,4,5,6-hexahydrophenanthridin-1-yl)-4-(difluoromethyl)-6-fluoro-N-methyl-1H-indole-2-carboxamide FC=1C=C2C(NC=3CCC[C@@H](C3C2=CC1F)N(C(=O)C=1NC2=CC(=CC(=C2C1)C(F)F)F)C)=O